FC1=CC(=C(C=C1)I)OC 4-fluoro-1-iodo-2-methoxybenzene